CC1=CC(NC(N1[C@H]1[C@H](O)[C@H](O)[C@@H](CO)O1)=S)=O 6-methyl-2-thiouridine